((5-((4-bromobenzyl)thio)-4-phenyl-4H-1,2,4-triazol-3-yl)methyl)-9H-carbazole BrC1=CC=C(CSC=2N(C(=NN2)CC2=CC=CC=3C4=CC=CC=C4NC23)C2=CC=CC=C2)C=C1